1-(1-(4-(1-(2-Hydroxyacetyl)-1,2,3,6-tetrahydropyridin-4-yl)benzyl)-1H-indol-5-yl)-5-methyl-1H-pyrazol-3-carboxamid OCC(=O)N1CCC(=CC1)C1=CC=C(CN2C=CC3=CC(=CC=C23)N2N=C(C=C2C)C(=O)N)C=C1